2-(5-(tert-butoxycarbonylamino)-3-carbamoyl-1H-indazol-1-yl)acetic acid C(C)(C)(C)OC(=O)NC=1C=C2C(=NN(C2=CC1)CC(=O)O)C(N)=O